C1(CCCCC1)CC(=O)NC(C(=O)O)CCN(CCCCC1=NC=2NCCCC2C=C1)CC(CF)OC 2-[(2-cyclohexylacetyl)amino]-4-[[3-fluoro-2-methoxy-propyl]-[4-(5,6,7,8-tetrahydro-1,8-naphthyridin-2-yl)butyl]amino]butanoic acid